tert-butyl O-(tert-butyl)-N-(5-(3-(5-(pentan-3-ylcarbamoyl)oxazol-2-yl)phenyl)-1H-pyrazole-3-carbonyl)-L-serinate C(C)(C)(C)OC[C@H](NC(=O)C1=NNC(=C1)C1=CC(=CC=C1)C=1OC(=CN1)C(NC(CC)CC)=O)C(=O)OC(C)(C)C